N(=[N+]=[N-])C=1N=C(C=2C(N1)=CN(N2)CC2=C(C=C(CN(CCCCNC(OC(CCCCCCCC\C=C/C\C=C/CCCCC)CCCCCCCC\C=C/C\C=C/CCCCC)=O)C)C=C2OC)OC)NCCCC (6Z,9Z,28Z,31Z)-heptatriaconta-6,9,28,31-tetraen-19-yl (4-((4-((5-azido-7-(butylamino)-2H-pyrazolo[4,3-d]pyrimidin-2-yl)methyl)-3,5-dimethoxybenzyl)(methyl)-amino)butyl)carbamate